benzyl 4-(methylsulfonyl)-2-(6-azaspiro[2.5]octan-6-yl)benzoate CS(=O)(=O)C1=CC(=C(C(=O)OCC2=CC=CC=C2)C=C1)N1CCC2(CC2)CC1